CC1CCC(N(C1)C(=O)OC(C)(C)C)C1=CN=CO1 tert-butyl 5-methyl-2-oxazol-5-yl-piperidine-1-carboxylate